tetravinyl-tin(IV) C(=C)[Sn](C=C)(C=C)C=C